C1(CC1)C(=O)N1CCC(CC1)CN1N=C2C3=C(C[C@@H](C2=C1)C)OC(=C3C(F)(F)F)C(=O)NC[C@H]3OCCC3 (4S)-2-{[1-(cyclopropanecarbonyl)piperidin-4-yl]methyl}-4-methyl-N-{[(2S)-oxolan-2-yl]methyl}-8-(trifluoromethyl)-4,5-dihydro-2H-furo[2,3-g]indazole-7-carboxamide